9-(2-bromo-5-iodophenyl)-9H-3,9'-bicarbazole BrC1=C(C=C(C=C1)I)N1C2=CC=CC=C2C=2C=C(C=CC12)N1C2=CC=CC=C2C=2C=CC=CC12